2-acrylamidomethyl-1-propanesulfonic acid C(C=C)(=O)NCC(CS(=O)(=O)O)C